C(#N)CC1(CCN(CC1)CC1=CC=C(C=C1)N1C=NC=C1)N1N=C(C(=C1)C(=O)N)NC(=O)C1CC1 1-[4-(cyanomethyl)-1-[(4-imidazol-1-ylphenyl)methyl]-4-piperidyl]-3-(cyclopropanecarbonylamino)pyrazole-4-carboxamide